[(2S,5S)-4-[(4-methoxyphenyl)methyl]-5-methylmorpholin-2-yl]methanol COC1=CC=C(C=C1)CN1C[C@H](OC[C@@H]1C)CO